C(C)(C)(C)OC(CNCC=1C=C2CCN(CC2=C(C1)C1=CC=C(C=C1)C(F)(F)F)C(=O)OC(C)(C)C)=O tert-butyl 6-(((2-(tert-butoxy)-2-oxoethyl) amino) methyl)-8-(4-(trifluoromethyl) phenyl)-3,4-dihydroisoquinoline-2(1H)-carboxylate